(R)-4-((3-(1-(1,4-dioxaspiro[4.4]nonan-6-yl)-1H-pyrazol-4-yl)-2-methoxyphenyl)amino)-6-(cyclopropanecarboxamido)nicotinamide O1CCOC12[C@@H](CCC2)N2N=CC(=C2)C=2C(=C(C=CC2)NC2=CC(=NC=C2C(=O)N)NC(=O)C2CC2)OC